1-((4-((2,4-dioxo-3-(3-(trifluoromethyl)phenethyl)-3,4-dihydroquinazolin-1(2H)-yl)methyl)benzamido)oxy)-3-methyl-1-oxobutan-2-aminium chloride [Cl-].O=C1N(C2=CC=CC=C2C(N1CCC1=CC(=CC=C1)C(F)(F)F)=O)CC1=CC=C(C(=O)NOC(C(C(C)C)[NH3+])=O)C=C1